C1(=CC=CC=C1)C1=CC=C(C=C1)C1=C(C=C(C=C1)C1=CC=CC=C1)C1=C(C=2C=3C4=C(C5=CC=CC=C5C=5C4=C(C2C(=C1)C1=CC=CC=C1)C=C(C5)I)C=C(C3)I)C3=CC=CC=C3 5-([1,1':4',1'':4'',1'''-quaterphenyl]-2''-yl)-2,9-diiodo-4,7-diphenyldibenzo[fg,op]tetracene